COC=1C=C2CCN(CC2=CC1NC1=NC=C2C(=N1)N(N=C2)C[C@H]2CN(CCC2)S(=O)(=O)C)C 6-methoxy-2-methyl-N-[1-[[(3S)-1-methylsulfonyl-3-piperidyl]methyl]pyrazolo[3,4-d]pyrimidin-6-yl]-3,4-dihydro-1H-isoquinolin-7-amine